methyl 4-(2-methoxy-5-(methylsulfonyl)phenyl)-6-methylnicotinate COC1=C(C=C(C=C1)S(=O)(=O)C)C1=CC(=NC=C1C(=O)OC)C